C(\C=C\C1=CC(OC)=C(O)C=C1)(=O)OCCCCCCCCCCCCCCCCCCCCCC n-Docosyl ferulate